N,N-dihexadecylaniline C(CCCCCCCCCCCCCCC)N(C1=CC=CC=C1)CCCCCCCCCCCCCCCC